1-(4-amino-1,2,5-oxadiazol-3-yl)-N'-(2-hydroxy-5-nitrobenzylidene)-1H-1,2,3-triazole-4-carbohydrazide NC=1C(=NON1)N1N=NC(=C1)C(=O)NN=CC1=C(C=CC(=C1)[N+](=O)[O-])O